N-((2S)-5-hydroxy-1-oxo-1-(((2S)-6,6,6-trifluoro-1-hydroxy-1-(thiazol-2-yl)hexan-2-yl)amino)hexan-2-yl)-2-(3-(trifluoromethyl)phenyl)thiazole-5-carboxamide OC(CC[C@@H](C(N[C@H](C(C=1SC=CN1)O)CCCC(F)(F)F)=O)NC(=O)C1=CN=C(S1)C1=CC(=CC=C1)C(F)(F)F)C